tert-butyl 4-[8-({8-cyano-2-methylimidazo[1,2-a]pyridin-6-yl}carbamoyl)cinnolin-5-yl]piperazine-1-carboxylate C(#N)C=1C=2N(C=C(C1)NC(=O)C=1C=CC(=C3C=CN=NC13)N1CCN(CC1)C(=O)OC(C)(C)C)C=C(N2)C